(S)-3-(3-(4-hydroxy-1-methyl-2-oxo-1,2-dihydropyridin-3-yl)ureido)-3-(4-phenylthiophen-2-yl)propanoic acid ethyl ester C(C)OC(C[C@@H](C=1SC=C(C1)C1=CC=CC=C1)NC(=O)NC=1C(N(C=CC1O)C)=O)=O